FC1=C(C=CC(=C1)CN1N=NC=2C=NC=3N=C(C=CC3C21)OC)S(=O)(=O)N 2-Fluoro-4-((7-methoxy-1H-[1,2,3]triazolo[4,5-c][1,8]naphthyridin-1-yl)methyl)benzenesulfonamide